NC1=NN=C(S1)C1CC2(CC(C2)O)C1 6-(5-amino-1,3,4-thiadiazol-2-yl)spiro(3.3)heptan-2-ol